CC=1SC(=CN1)C1=CC=C(C=C1)CO (4-(2-methyl-1,3-thiazol-5-yl)phenyl)methanol